methyl 5-bromo-1-ethyl-1H-pyrrole-3-carboxylate BrC1=CC(=CN1CC)C(=O)OC